C(C=C)OC=1N(N=C2C1CN(CC2)C(=O)OC(C)(C)C)CC(=C)CO tert-butyl 3-allyloxy-2-[2-(hydroxymethyl)allyl]-6,7-dihydro-4H-pyrazolo[4,3-c]pyridine-5-carboxylate